C(CCCCCCCCCCCCCCCCC)[N+](=CCCCCCCCCCCCCCCCC)[O-] N-octadecyl-alpha-hexadecylnitrone